COCN1C(\C(\C2=CC=CC=C12)=C\1/NC2=CC=CC=C2C1=O)=O (Z)-1'-(methoxymethyl)-[2,3'-biindolinylidene]-2',3-dione